4-(4-Fluorophenyl)-6-(3-hydroxyphenyl)-2-methoxypyridine-3-carbonitrile FC1=CC=C(C=C1)C1=C(C(=NC(=C1)C1=CC(=CC=C1)O)OC)C#N